2-[(Z)-[4-amino-8-(trans-4-aminocyclohexyloxy)-5,5-dimethyl-benzo[h]quinazolin-6-ylidene]amino]oxy-N-methyl-acetamide NC1=NC=NC=2C3=C(\C(\C(C12)(C)C)=N/OCC(=O)NC)C=C(C=C3)O[C@@H]3CC[C@H](CC3)N